BrC1=CC=C(C=C1)C=1N=C2N(C=CC=C2)C1CN1CC2C(C1)CN(C2)C(=O)NC2=CC(=C(C=C2)Cl)C(F)(F)F 5-{[2-(4-Bromophenyl)imidazo[1,2-a]pyridin-3-yl]methyl}-N-(4-chloro-3-(trifluoromethyl)phenyl)hexahydropyrrolo[3,4-c]pyrrole-2(1H)-carboxamide